C(C=C)N1CC(C1)OC1=CC(=C(C(=C1)F)[C@H]1N([C@@H](CC2=C1NC1=CC=CC=C21)C)CC(C)(C)F)F (1R,3R)-1-[4-(1-allylazetidin-3-yl)oxy-2,6-difluoro-phenyl]-2-(2-fluoro-2-methyl-propyl)-3-methyl-1,3,4,9-tetrahydropyrido[3,4-b]indole